N-(4-isopropyl-1-methyl-5-(4-(trifluoromethoxy)phenyl)-1H-pyrazol-3-yl)-3,3-dimethylbutanamide C(C)(C)C=1C(=NN(C1C1=CC=C(C=C1)OC(F)(F)F)C)NC(CC(C)(C)C)=O